4-(1-acetyl-5-phenyl-1H-pyrazole-3-carbonyl)-N-(3-chlorophenyl)piperazine-1-carboxamide C(C)(=O)N1N=C(C=C1C1=CC=CC=C1)C(=O)N1CCN(CC1)C(=O)NC1=CC(=CC=C1)Cl